CC1=CC2=C(NC(=N2)C2=NNC=C2NC=2C3=C(N=CN2)NC(C3)=O)C=C1C 4-((3-(5,6-dimethyl-1H-benzo[d]imidazol-2-yl)-1H-pyrazol-4-yl)amino)-5,7-dihydro-6H-pyrrolo[2,3-d]pyrimidin-6-one